O=S1(CCN(CC1)C(=O)C=1C=CC(=NC1N1CC(CC1)C(C)C)NC(=O)C1CC1)=O N-[5-(1,1-dioxo-1,4-thiazinan-4-carbonyl)-6-(3-propan-2-ylpyrrolidin-1-yl)pyridin-2-yl]cyclopropanecarboxamide